PYRAZINO-ISOQUINOLINE N1=CC=NC=2C=CC=3C=CN=CC3C21